2-((3-Fluoro-3'-(prop-2-yn-1-yloxy)-[1,1'-biphenyl]-4-yl)carbamoyl)cyclopent-1-ene-1-carboxylic acid FC=1C=C(C=CC1NC(=O)C1=C(CCC1)C(=O)O)C1=CC(=CC=C1)OCC#C